tert-butyl 4-(1-(2,6-di(benzyloxy) pyridin-3-yl)-3-methyl-1H-indazol-4-yl)-3,6-dihydropyridine-1(2H)-carboxylate C(C1=CC=CC=C1)OC1=NC(=CC=C1N1N=C(C2=C(C=CC=C12)C=1CCN(CC1)C(=O)OC(C)(C)C)C)OCC1=CC=CC=C1